C(C=C)N(C1=C(C(=C(C=C1)[N+](=O)[O-])N)F)CC1=CC=C(C=C1)C(F)(F)F N1-allyl-2-fluoro-4-nitro-N1-(4-(trifluoromethyl)benzyl)benzene-1,3-diamine